C(C(=O)O)(=O)O.C(C(=O)O)(=O)O.CCCCCCCCC(CCCCCCCC)OC(CCCCCCCN(CCCCCCCC(OC(CC)CCCCCCCC)=O)CCCN)=O.O1C(=CC=C1)C1NC2=CC=CC=C2NC1C=1OC=CC1 2,3-di(furan-2-yl)tetrahydroquinoxaline heptadecan-9-yl-8-((3-aminopropyl)(8-oxo-8-(undecan-3-yloxy)octyl)amino)octanoate bisoxalate